[Si](C)(C)(C(C)(C)C)OCC12C(C(CC(C(C1[2H])[2H])(O2)CO[Si](C)(C)C(C)(C)C)([2H])C2=CC(=C(C=C2)NC(OC(C)(C)C)=O)C2=CCC(CC2)(C)C)[2H] tert-butyl N-[4-[1,5-bis[[tert-butyl(dimethyl)silyl]oxymethyl]-2,3,6,7-tetradeuterio-8-oxabicyclo[3.2.1]octan-3-yl]-2-(4,4-dimethylcyclohexen-1-yl)phenyl]carbamate